N1=NC=CN=C1 1,2,5-triazine